4-(4-(4-(2,6-difluorobenzyl)-5-oxo-4,5-dihydro-1H-1,2,4-triazol-1-yl)-2-fluorophenoxy)-3-nitrobenzonitrile FC1=C(CN2C=NN(C2=O)C2=CC(=C(OC3=C(C=C(C#N)C=C3)[N+](=O)[O-])C=C2)F)C(=CC=C1)F